N1-((4,4-difluoro-1-methylcyclohexyl)methyl)-N2-(1H-pyrrolo[3,2-b]pyridin-3-yl)oxalamide FC1(CCC(CC1)(C)CNC(C(=O)NC1=CNC=2C1=NC=CC2)=O)F